1,2-bis(2-amino-phenylthio)ethane NC1=C(C=CC=C1)SCCSC1=C(C=CC=C1)N